tert-Butyl 5-(3-((methylsulfonyl)oxy)propyl)-7-nitro-2-phenyl-1H-indole-1-carboxylate CS(=O)(=O)OCCCC=1C=C2C=C(N(C2=C(C1)[N+](=O)[O-])C(=O)OC(C)(C)C)C1=CC=CC=C1